(S)-[4-chloro-2-(2,2-dimethoxyethyl)phenyl]-[(3aR,4R,6R,6aR)-4-(4-chloropyrrolo[2,3-d]pyrimidin-7-yl)-2,2-dimethyl-3a,4,6,6a-tetrahydrofuro[3,4-d][1,3]dioxol-6-yl]methanol ClC1=CC(=C(C=C1)[C@H](O)[C@H]1O[C@H]([C@H]2[C@@H]1OC(O2)(C)C)N2C=CC1=C2N=CN=C1Cl)CC(OC)OC